C1=C(C=CC2=CC=CC=C12)S(=O)(=O)N1CCCC2=CC(=CC=C12)C(=O)O 1-(naphthalen-2-ylsulfonyl)-1,2,3,4-tetrahydroquinoline-6-carboxylic acid